N-(Chroman-4-ylmethyl)propan-2-amine hydrochloride Cl.O1CCC(C2=CC=CC=C12)CNC(C)C